FC1=CC=C(C=C1)C=1C=C2C(=CC(=NC2=CC1)C1=CC=C(C=C1)C1=CC=C(C=C1)C(F)(F)F)C(=O)O 6-(4-fluorophenyl)-2-(4'-(trifluoromethyl)-[1,1'-biphenyl]-4-yl)quinoline-4-carboxylic acid